C(C)(C)OC=1C=C(C=CC1)N1C(N(C=2C1=NC=C(C2)C(=O)NC2(CCS(CC2)(=O)=O)C)C(C)C)=O 3-(3-isopropoxyphenyl)-1-isopropyl-N-(4-methyl-1,1-dioxo-thiacyclohex-4-yl)-2-oxo-imidazo[4,5-b]pyridine-6-carboxamide